(S)-2-amino-2,4-dimethylpent-4-en-1-ol N[C@](CO)(CC(=C)C)C